tert-butyl (2R,5S)-4-(7-(4-cyanopyridin-2-yl)-5-formyl-7H-pyrrolo[2,3-d]pyrimidin-4-yl)-2,5-dimethylpiperazine-1-carboxylate C(#N)C1=CC(=NC=C1)N1C=C(C2=C1N=CN=C2N2C[C@H](N(C[C@@H]2C)C(=O)OC(C)(C)C)C)C=O